1,5-diacetyl-2,4-dioxane C(C)(=O)C1OCOC(C1)C(C)=O